acrylic acid dimethyl-taurate CN(CCS(=O)(=O)O)C.C(C=C)(=O)O